4-{5-chloro-2-fluoro-3-[(pyrrolidine-1-sulfonyl)amino]phenyl(3-(pyridin-4-yl)pyrazol-1-yl)-3,5-difluorophenyl}piperazine-1-carboxylate ClC=1C=C(C(=C(C1)C1=C(C(=C(C=C1F)N1CCN(CC1)C(=O)[O-])N1N=C(C=C1)C1=CC=NC=C1)F)F)NS(=O)(=O)N1CCCC1